6-chloro-4-((3S,4R)-4-((4-fluorophenyl)amino)-3-methylpiperidin-1-yl)-1-methyl-2-oxo-1,2-dihydro-1,5-naphthyridine-3-carbonitrile ClC=1N=C2C(=C(C(N(C2=CC1)C)=O)C#N)N1C[C@@H]([C@@H](CC1)NC1=CC=C(C=C1)F)C